2-(1-acryloylpiperidine-4-yl)-5-(4-phenoxyphenyl)thiazole-4-carboxamide C(C=C)(=O)N1CCC(CC1)C=1SC(=C(N1)C(=O)N)C1=CC=C(C=C1)OC1=CC=CC=C1